BrC1=CC=C(C=C1)C1CC(C1)N1C(OC(=N1)CN1C=NC=2N=CN(C2C1=O)C)=O 3-[3-(4-bromophenyl)cyclobutyl]-5-[(7-methyl-6-oxo-purin-1-yl)methyl]-1,3,4-oxadiazol-2-one